2-(2-fluoro-4-nitrophenyl)octahydro-2H-pyrido[1,2-a]pyrazine FC1=C(C=CC(=C1)[N+](=O)[O-])N1CC2N(CC1)CCCC2